3-[[[4-[(2R)-2-[[5-(3,3-dimethylazetidin-1-yl)pyrimidin-2-yl]methylamino]-4,4-dimethyl-pentoxy]-6-(2,6-dimethylphenyl)pyrimidin-2-yl]amino]sulfonimidoyl]benzoic acid CC1(CN(C1)C=1C=NC(=NC1)CN[C@@H](COC1=NC(=NC(=C1)C1=C(C=CC=C1C)C)NS(=O)(=N)C=1C=C(C(=O)O)C=CC1)CC(C)(C)C)C